2-methylpropan-1-ene-1-yl-cyclopropane-1-carboxylic acid CC(=CC1(CC1)C(=O)O)C